2-amino-1-(2-(4-fluorophenyl)-3-(imidazo[1,2-a]pyridin-6-ylamino)-8,8-dimethyl-5,6-dihydroimidazo[1,2-a]pyrazin-7(8H)-yl)ethan-1-one NCC(=O)N1C(C=2N(CC1)C(=C(N2)C2=CC=C(C=C2)F)NC=2C=CC=1N(C2)C=CN1)(C)C